N-[2-(2,3-dichlorophenyl)ethyl]-2-[1-[(2,3-difluorophenyl)methyl]-5-oxopyrrolidin-2-yl]acetamid ClC1=C(C=CC=C1Cl)CCNC(CC1N(C(CC1)=O)CC1=C(C(=CC=C1)F)F)=O